NC1(CC(C1)(C)C1=C(C#N)C=CC(=C1)Cl)[2H] (3-amino-1-methylcyclobutyl-3-d)-4-chlorobenzonitrile